tert-butyl ((1s,4s)-4-((5-bromo-3-(((4,6-dimethyl-2-oxo-1,2-dihydropyridin-3-yl)methyl)carbamoyl)-2-methylphenyl)(methyl)amino)cyclohexyl)carbamate BrC=1C=C(C(=C(C1)N(C1CCC(CC1)NC(OC(C)(C)C)=O)C)C)C(NCC=1C(NC(=CC1C)C)=O)=O